1,1-dimethylethyl 5-[[2-[3-[2-[(1-methylethyl)-amino]-2-oxoethoxy]phenyl]-4-quinazolinyl]amino]-1H-indazole-1-carboxylate CC(C)NC(COC=1C=C(C=CC1)C1=NC2=CC=CC=C2C(=N1)NC=1C=C2C=NN(C2=CC1)C(=O)OC(C)(C)C)=O